C(C)(C)(C)O[S@](=O)N=C(C(=O)[O-])CC(CC#N)(C)C (S)-2-((tert-butoxysulfinyl) imino)-5-cyano-4,4-dimethylpentanoate